Tert-butyl 2-((4-((4-(3-hydroxy-5-methylpiperidin-1-yl)-5-(trifluoromethyl) pyrimidin-2-yl) amino)-3-methylphenyl)sulfonyl)-7-azaspiro[3.5]nonane-7-carboxylate OC1CN(CC(C1)C)C1=NC(=NC=C1C(F)(F)F)NC1=C(C=C(C=C1)S(=O)(=O)C1CC2(C1)CCN(CC2)C(=O)OC(C)(C)C)C